C[C@]12CC(C[C@](CCC1)(N2)C)OC2=CC=C(N=N2)C2=CC(=C(C=C2O)C2=CC(N(C=C2)C)=O)F 4-(4-(6-(((1r,3s,5s)-1,5-dimethyl-9-azabicyclo[3.3.1]non-3-yl)oxy)pyridazin-3-yl)-2-fluoro-5-hydroxyphenyl)-1-methylpyridin-2(1H)-one